CC=1C=NOC1C(=O)N[C@@H]1CCC2=CC(=CC=C12)C1=NC(=NO1)C([2H])([2H])[2H] (R)-4-methyl-N-(5-(3-(methyl-d3)-1,2,4-oxadiazol-5-yl)-2,3-dihydro-1H-inden-1-yl)isoxazole-5-carboxamide